7-(4-(tert-butoxycarbonyl)-3-fluorobenzyl)-2,3-dihydrofuro[3,2-b]pyridine-5-carboxylic acid C(C)(C)(C)OC(=O)C1=C(C=C(CC2=C3C(=NC(=C2)C(=O)O)CCO3)C=C1)F